methyl (3R,5'S)-5-chloro-2-oxo-spiro[indoline-3,3'-pyrrolidine]-5'-carboxylate hydrochloride Cl.ClC=1C=C2C(=CC1)NC([C@@]21CN[C@@H](C1)C(=O)OC)=O